FC1=C(OC2=C(C=C(C=C2)N2C(N3[C@H](C2=O)CCC3)=O)C=3C2=C(C(N(C3)C)=O)NC=C2)C=CC(=C1)F (S)-2-(4-(2,4-difluorophenoxy)-3-(6-methyl-7-oxo-6,7-dihydro-1H-pyrrolo[2,3-c]pyridin-4-yl)phenyl)tetrahydro-1H-pyrrolo[1,2-c]imidazole-1,3(2H)-dione